N-tert-butyl-N-methyl-2-(6-{2-[(oxan-4-yl)amino]pyrimidin-4-yl}-1-oxo-2,3-dihydro-1H-isoindol-2-yl)acetamide C(C)(C)(C)N(C(CN1C(C2=CC(=CC=C2C1)C1=NC(=NC=C1)NC1CCOCC1)=O)=O)C